ClCC1=NC(=NC=C1F)NC(OC(C)(C)C)=O tert-butyl (4-(chloromethyl)-5-fluoropyrimidin-2-yl)carbamate